OCC1(CCN(CCC1)C(=O)OC(C)(C)C)CCC1=CC=CC=C1 tert-butyl 4-(hydroxymethyl)-4-phenethylazepane-1-carboxylate